C1(CC1)[C@H](CC(=O)NC[C@H](CC1=CC=C(C=C1)O)N(C)C)C1=CC=CC=C1 (S)-3-cyclopropyl-N-((S)-2-(dimethylamino)-3-(4-hydroxyphenyl)propyl)-3-phenylpropanamide